tert-butyl ((2-(tert-butoxy)-2-oxoethyl)(1,3-dioxoisoindolin-2-yl)carbamoyl)-L-valinate C(C)(C)(C)OC(CN(C(=O)N[C@@H](C(C)C)C(=O)OC(C)(C)C)N1C(C2=CC=CC=C2C1=O)=O)=O